C(C(C(C(C)O)O)O)O 1,2,3,4-Pentanetetraol